(9S)-1-(3-chlorophenyl)-1,1-difluoro-6-((1-methylcyclobutyl)methyl)-4,7,11-trioxo-9-(((S)-2-oxo pyrrolidin-3-yl)methyl)-2-phenyl-3-oxa-5,8,12-triazatetradecan-10-yl acetate C(C)(=O)OC([C@@H](NC(C(NC(OC(C(F)(F)C1=CC(=CC=C1)Cl)C1=CC=CC=C1)=O)CC1(CCC1)C)=O)C[C@H]1C(NCC1)=O)C(NCC)=O